2-((5-methoxy-7-methyl-1H-indol-4-yl)methyl)-2H-pyrazolo[3,4-c]-pyridine COC=1C(=C2C=CNC2=C(C1)C)CN1N=C2C=NC=CC2=C1